N-[(1R)-1-[3-amino-5-(trifluoromethyl)phenyl]ethyl]-2-(1,2,3,6-tetrahydropyridin-4-yl)pyrazolo[1,5-a]pyrimidin-7-amine NC=1C=C(C=C(C1)C(F)(F)F)[C@@H](C)NC1=CC=NC=2N1N=C(C2)C=2CCNCC2